N-(5-chloro-3,6-difluoropyridin-2-yl)-1H-pyrrolo[3,2-H]quinoline-3-sulfonamide ClC=1C=C(C(=NC1F)NS(=O)(=O)C1=CNC2=C1C=CC=1C=CC=NC21)F